3-((4-chloro-1-methyl-1H-pyrazol-5-yl)methyl)-2-((6-methoxypyridin-3-yl)methyl)-2,3-dihydrobenzo[d]isothiazole 1,1-dioxide ClC=1C=NN(C1CC1N(S(C2=C1C=CC=C2)(=O)=O)CC=2C=NC(=CC2)OC)C